OC(C)(C)C1OC=CC1 (2-hydroxy-2-propyl)dihydrofuran